(S)-ethyl 8-(2-amino-6-((R)-1-(5-chloro-3'-isobutoxy-[1,1'-biphenyl]-2-yl)-2,2,2-trifluoroethoxy)pyrimidin-4-yl)-2,8-diazaspiro[4.5]decane-3-carboxylate NC1=NC(=CC(=N1)N1CCC2(C[C@H](NC2)C(=O)OCC)CC1)O[C@@H](C(F)(F)F)C1=C(C=C(C=C1)Cl)C1=CC(=CC=C1)OCC(C)C